ClC1=CC=C(C=C1)NC(N(CCN1CCOCC1)C1=CC=C(C=C1)C(C(=O)N)N1CCN(CC1)C)=O (4-{3-(4-chlorophenyl)-1-[2-(4-morpholinyl)ethyl]ureido}phenyl)-2-(4-methylpiperazin-1-yl)acetamide